The molecule is an omega-hydroxy fatty acid ascaroside obtained by formal condensation of the alcoholic hydroxy group of 3-hydroxypropanoic acid with ascarylopyranose (the alpha anomer). A major component of the dauer pheromone of the nematode Caenorhabditis elegans, it synergises with ascr#2 and ascr#3 as a population-density signal to promote entry into an alternate larval stage, the nonfeeding and highly persistent dauer diapause. It has a role as a pheromone and a Caenorhabditis elegans metabolite. It is a monocarboxylic acid and an omega-hydroxy fatty acid ascaroside. It derives from a 3-hydroxypropionic acid. It is a conjugate acid of an ascr#5(1-). C[C@H]1[C@@H](C[C@H]([C@@H](O1)OCCC(=O)O)O)O